2,4-pyrimidinediamine-3-oxide N1=C([N+](=C(C=C1)N)[O-])N